Cl.Cl.Cl.Cl.NCCCCNCCCN Spermidine tetrahydrochloride